FC(SC1=NC=CC=C1)(F)F 2-((trifluoromethyl)thio)pyridine